[N+](=O)([O-])C1=C(C=CC=C1)N(C(=O)N)C1=CC=CC=C1 N-(2-nitrophenyl)phenylurea